C(C)(=O)OCC(=O)CCCNNCCNCC 4,7-diaza-3-azanonylacetonyl acetate